N1CCC(CC1)CN1CC(CCC1)CCN1C[C@@H](CC1)NC1=NC=CC=N1 2-(((3R)-1-(2-(1-(piperidin-4-ylmethyl)piperidin-3-yl)ethyl)pyrrolidin-3-yl)amino)pyrimidine